(((3S,5R)-1-(2-(6-bromo-7-fluoroimidazo[1,2-a]pyridin-3-yl)pyrimidin-4-yl)-5-methylpiperidin-3-yl)imino)dimethyl-λ6-sulfanone BrC=1C(=CC=2N(C1)C(=CN2)C2=NC=CC(=N2)N2C[C@H](C[C@H](C2)C)N=S(=O)(C)C)F